C(C)(C)N1N=CC(=C1)C1=CC(=NC=C1)N(C(=O)[C@@H]1CC[C@H](CC1)NC(OCCO)=O)CC12CCC(CC1)(CC2)C2=CC(=C(C=C2)OC)C 2-hydroxyethyl (trans-4-((4-(1-isopropyl-1H-pyrazol-4-yl)pyridin-2-yl)((4-(4-methoxy-3-methylphenyl)bicyclo[2.2.2]octan-1-yl)methyl)carbamoyl)cyclohexyl)carbamate